C(C)(C)(C)OC(NC1CCC(CC1)NC1=NC(=NC(=C1)C(F)(F)F)Cl)=O.O(C1=CC=CC=C1)C1=C(C=CC=C1)NC1=NC=CC=N1 2-(2-phenoxyphenylamino)pyrimidine tert-butyl-N-(1S,4S)-[4-[[2-chloro-6-(trifluoromethyl)pyrimidin-4-yl]amino]cyclohexyl]carbamate